Methyl 4-bromo-3-(pent-4-en-1-yloxy)thiophene-2-carboxylate BrC=1C(=C(SC1)C(=O)OC)OCCCC=C